C[Si](CCOCOC=1C=CC=C(C#N)C1)(C)C 5-((2-(trimethylsilyl)ethoxy)methoxy)benzonitrile